5-(6-isopropyl-2-(1-(oxetan-3-yl)piperidin-4-yl)-4H-pyrrolo[3,2-d]thiazol-5-yl)quinoline C(C)(C)C1=C(NC2=C1N=C(S2)C2CCN(CC2)C2COC2)C2=C1C=CC=NC1=CC=C2